3-amino-1,2-benzenedicarboxylic acid NC1=C(C(=CC=C1)C(=O)O)C(=O)O